(1R,2S)-2-[1-(tert-butoxycarbonyl)-3-[(3-hydroxy-2,3-dihydro-1-benzofuran-7-yl)amino]indazol-6-yl]-5'-methoxy-2'-oxospiro[cyclopropane-1,3'-indole]-1'-carboxylic acid tert-butyl ester C(C)(C)(C)OC(=O)N1C([C@@]2(C3=CC(=CC=C13)OC)[C@@H](C2)C2=CC=C1C(=NN(C1=C2)C(=O)OC(C)(C)C)NC2=CC=CC=1C(COC12)O)=O